COC1=CC=CC=N1 6-methoxypyridine